methyl 3-(2-methoxy-4,6-dimethyl-phenyl)-7-(1-methyl-3,6-dihydro-2H-pyridin-5-yl)thieno[3,2-c]pyridazine-6-carboxylate COC1=C(C(=CC(=C1)C)C)C1=CC2=C(N=N1)C(=C(S2)C(=O)OC)C2=CCCN(C2)C